C1(CC1)N1C=CC2=C(C=C(C=C12)F)N1C(C2=CC(=CC=C2C(=C1)C(=O)N1CCCCC1)OC)=O 2-(1-cyclopropyl-6-fluoro-1H-indol-4-yl)-7-methoxy-4-(piperidine-1-carbonyl)isoquinolin-1(2H)-one